FC(N1OC=2C(CCC1C(=O)NC1=C3C(CC(C3=CC=C1)(C)C)CCC)CC=CC2)F 2-(difluoromethyl)-N-(1,1-dimethyl-3-propyl-indan-4-yl)tetrahydrobenzoxazepine-3-Carboxamide